C1(NNC(C=2C1=CSC2)=O)=O 2,3-dihydrothieno[3,4-d]pyridazine-1,4-dione